2-(6,7-dihydro-5H-pyrazolo[5,1-b][1,3]oxazin-3-yl)-N-(2-methyl-5-((2-(piperidin-1-yl)ethyl)carbamoyl)pyridin-3-yl)pyrazolo[5,1-b]thiazole-7-carboxamide N1=CC(=C2OCCCN21)C2=CN1C(S2)=C(C=N1)C(=O)NC=1C(=NC=C(C1)C(NCCN1CCCCC1)=O)C